ClC=1C=C2C=CN(C2=C(C1)C1=C2C(=NC=C1)C=C(S2)CN2C(N(C=CC2=O)CC(F)(F)F)=O)CC2(CCNCC2)C#N 4-((5-chloro-7-(2-((2,6-dioxo-3-(2,2,2-trifluoroethyl)-3,6-dihydropyrimidin-1(2H)-yl)methyl)thieno[3,2-b]pyridin-7-yl)-1H-indol-1-yl)methyl)piperidine-4-carbonitrile